C(=C)C=1C=C(OC=2C=C(C(C#N)=CC2)C#N)C=C(C1)C=C 4-(3,5-divinylphenoxy)phthalonitrile